ClC=1C=C(C=CC1O)C(=O)N1CC2=C(N=C(N=C2)C2=NC=CC=C2)CC1 (3-chloro-4-hydroxy-phenyl)-[2-(2-pyridyl)-7,8-dihydro-5H-pyrido[4,3-d]pyrimidin-6-yl]methanone